1-(4-bromobenzyl)-5-nitro-3H-1λ4-benzo[d]isothiazol-3-one 1-oxide BrC1=CC=C(CS2(=NC(C3=C2C=CC(=C3)[N+](=O)[O-])=O)=O)C=C1